1-(4-amino-2-(((2,2,2-trifluoroethyl)thio)methyl)-1H-imidazo[4,5-c]quinolin-1-yl)-2-methylpropan-2-ol NC1=NC=2C=CC=CC2C2=C1N=C(N2CC(C)(O)C)CSCC(F)(F)F